C1(CC1)C1=CC(=NN1CC)C(=O)NC1=CC(=C(C=C1)C)C=1C=NC2=CC(=NC=C2C1)NCC1=CC=C(C=C1)OC 5-cyclopropyl-1-ethyl-N-[3-[7-[(4-methoxyphenyl)methyl-amino]-1,6-naphthyridin-3-yl]-4-methyl-phenyl]pyrazole-3-carboxamide